ClC=1C=CC(=C(C(=O)O)C1)N1CCC2(CC1)C=1C=CC(=NC1CN(C2)C[C@@H]2NCCC2)C2=C(C=CC=C2)OCC 5-chloro-2-[2-(2-ethoxyphenyl)-7-[[(2R)-pyrrolidin-2-yl]methyl]spiro[6,8-dihydro-1,7-naphthyridine-5,4'-piperidine]-1'-yl]benzoic acid